C(C)(C)(C)OC(=O)N1CC[C@@H](CCC1)OC=1C=2N(C=C(N1)C=1C=NN(C1)C)N=C(C2)C(=O)O (R)-4-((1-(tert-butoxycarbonyl)azepan-4-yl)oxy)-6-(1-methyl-1H-pyrazol-4-yl)pyrazolo[1,5-a]pyrazine-2-carboxylic acid